NC(CC=1SC=CC1C1=CSC(=C1)C(CC(=O)OC)=O)=O methyl 3-(2'-(2-amino-2-oxoethyl)-[3,3'-bithiophene]-5-yl)-3-oxopropanoate